pyrrolidine-1,2-dicarboxylic acid 2-benzyl 1-(tert-butyl) ester C(C)(C)(C)OC(=O)N1C(CCC1)C(=O)OCC1=CC=CC=C1